2-bromo-5-chloro-6-(2H-1,2,3-triazol-2-yl)pyridin-3-amine BrC1=NC(=C(C=C1N)Cl)N1N=CC=N1